NC(CCOCCOCCOCCOCCNC(OC(C)(C)C)=O)(C(=O)OCC)CC ethyl 20-amino-20-ethyl-2,2-dimethyl-4-oxo-3,8,11,14,17-pentaoxa-5-azahenicosan-21-oate